FC1=CC=2C(C3=C(N=C(S3)N3CCCCC3)OC2C=C1)=O 7-fluoro-2-(piperidin-1-yl)-9H-chromeno[2,3-d]thiazol-9-one